ClC1=C(C=C2C=C(N=CC2=C1)NC(=O)[C@@H]1[C@@H]([C@H]1C=1C=NN(C1)C)C)N1CCN(CC1)[C@]1(COC[C@H]1F)C (1R,2R,3R)-N-[7-chloro-6-[4-((3S,4S)-4-fluoro-3-methyl-tetrahydrofuran-3-yl)piperazin-1-yl]-3-isoquinolinyl]-2-methyl-3-(1-methylpyrazol-4-yl)cyclopropanecarboxamide